(4-(bicyclo[1.1.1]pent-1-ylamino)-2-(methylthio)pyrimidin-5-yl)methanol C12(CC(C1)C2)NC2=NC(=NC=C2CO)SC